CO[C@H]([C@H](C(=O)OCC1=CC=CC=C1)C)[C@H]1NCCC1 benzyl (2R,3R)-3-methoxy-2-methyl-3-((S)-pyrrolidin-2-yl)-propionate